C(C)OC1=CC=CC2=C1OC=1CN(CCC12)CCN1C(C2=C(CCC1)N(C=C2)C)=O 5-(2-(8-ethoxy-3,4-dihydrobenzofuro[2,3-c]pyridin-2(1H)-yl)ethyl)-1-methyl-5,6,7,8-tetrahydropyrrolo[3,2-c]azepin-4(1H)-one